C(C)(C)(C)OC(CN(C(=O)OCOP(=O)(OC(C)(C)C)OC(C)(C)C)C[C@@H]1[C@@H](CC1)C(=O)OCCl)=O chloromethyl (1R,2S)-2-[[(2-tert-butoxy-2-oxo-ethyl)-(ditert-butoxyphosphoryloxymethoxycarbonyl)amino]methyl]cyclobutanecarboxylate